1-(5-methoxypyrido[3,4-b]pyrazin-8-yl)ethanone COC1=NC=C(C=2C1=NC=CN2)C(C)=O